CC=1C=C(C=CC1O[C@H]1O[C@@H]([C@H]([C@@H]([C@@H]1O)O)O)CO)C1=CC=C(C=C1)C(=O)OC methyl 3'-methyl-4'-((2R,3S,4S,5S,6R)-3,4,5-trihydroxy-6-(hydroxymethyl)tetrahydro-2H-pyran-2-yloxy)biphenyl-4-carboxylate